C(CCC)C(CCCC)OCCOCCOCCOCCO tetraethylene glycol butylpentyl ether